C1(CCCCC1)[C@@H](C(=O)NC1=CC=C2C(=C1)NC(C21CCOCC1)=O)NC1=NC=NC=C1 (2S)-2-Cyclohexyl-N-(2-oxospiro[1H-indole-3,4'-oxane]-6-yl)-2-(pyrimidin-4-ylamino)-acetamide